5-Fluoro-N,N-diisopropyl-2-((4-(7-(((2S,5R)-5-(oxetane-3-sulfonamido)tetrahydro-2H-pyran-2-yl)methyl)-2,7-diazaspiro[3.5]nonan-2-yl)pyrimidin-5-yl)oxy)benzamide FC=1C=CC(=C(C(=O)N(C(C)C)C(C)C)C1)OC=1C(=NC=NC1)N1CC2(C1)CCN(CC2)C[C@H]2OC[C@@H](CC2)NS(=O)(=O)C2COC2